FC(C1=CC=C(C=N1)N1C[C@H](CC1)CN1C[C@@H](C([C@@H](C1)O)O)O)(F)F (3S,4R,5R)-1-(((R)-1-(6-(trifluoromethyl)pyridin-3-yl)pyrrolidin-3-yl)methyl)piperidine-3,4,5-triol